C(C)(C)(C)C1=CC=C(C=C1)C=1OC(=C(N1)C(=O)NCCN(CC)CC)C1=CC=CC=C1 (4-(tert-butyl)phenyl)-N-(2-(diethylamino)ethyl)-5-phenyloxazole-4-carboxamide